(1S,2R,3R,4R,5S)-4-((3-chloro-1,2,4-thiadiazol-5-yl)amino)-1-(22-((2,4-dinitrophenyl)amino)-2,5,8,11,14,17,20-heptaoxadocosyl)-6,8-dioxabicyclo[3.2.1]octane-2,3-diol ClC1=NSC(=N1)N[C@@H]1[C@H]([C@H]([C@@]2(CO[C@H]1O2)COCCOCCOCCOCCOCCOCCOCCNC2=C(C=C(C=C2)[N+](=O)[O-])[N+](=O)[O-])O)O